tert-butyl 3-(5-(4,4,5,5-tetramethyl-1,3,2-dioxaborolan-2-yl) pyrazin-2-yl)-3,6-diazabicyclo[3.1.1]heptane-6-carboxylate CC1(OB(OC1(C)C)C=1N=CC(=NC1)N1CC2N(C(C1)C2)C(=O)OC(C)(C)C)C